3-methoxy-6-(2-(methylsulfonyl)vinyl)pyridine COC=1C=NC(=CC1)C=CS(=O)(=O)C